tert-butyl 3-[(3aR,6R,6aS)-6-{2-chloro-5-iodopyrrolo[2,3-d]pyrimidin-7-yl}-2,2-dimethyl-tetrahydro-3aH-cyclopenta[d][1,3]dioxol-4-yl]piperidine-1-carboxylate ClC=1N=CC2=C(N1)N(C=C2I)[C@@H]2CC([C@@H]1[C@H]2OC(O1)(C)C)C1CN(CCC1)C(=O)OC(C)(C)C